2-[3-Chloro-6-[1-[(3S,4S)-3-fluoro-4-piperidyl]-5-methyl-triazol-4-yl]pyrazolo[1,5-a]pyridin-4-yl]oxy-2-(5-fluoro-2-pyridyl)ethanol HCl Cl.ClC=1C=NN2C1C(=CC(=C2)C=2N=NN(C2C)[C@@H]2[C@H](CNCC2)F)OC(CO)C2=NC=C(C=C2)F